(((4-(isopropoxy)-2,3,5,6-tetrafluorophenoxy)methyl)sulfonyl)-5,5-dimethyl-4,5-dihydroisoxazole C(C)(C)OC1=C(C(=C(OCS(=O)(=O)C2=NOC(C2)(C)C)C(=C1F)F)F)F